ClC=1C=NC=C(C1[C@@H](C)OC=1C=C2C(=NNC2=CC1)C1CC(C(NC1)OC1CCN(CC1)CC)C#N)Cl 5-[5-[(1R)-1-(3,5-dichloro-4-pyridyl)ethoxy]-1H-indazol-3-yl]-2-[(1-ethyl-4-piperidyl)oxy]piperidine-3-carbonitrile